hydroxyl-acetophenone OCC(=O)C1=CC=CC=C1